ClC=1C=CC(=C(CNC2CC(C2)NC(OC(C)(C)C)=O)C1)OCC tert-butyl ((1r,3r)-3-((5-chloro-2-ethoxybenzyl)amino) cyclobutyl)carbamate